ClC=1C=C(C=CC1C#N)N(C1CCC(CC1)NC(=O)C=1N=NC(=CC1)N1CCC(CC1)CN1CCNCC1)C N-((1R,4R)-4-((3-chloro-4-cyanophenyl)(methyl)amino)cyclohexyl)-6-(4-(piperazin-1-ylmethyl)piperidin-1-yl)pyridazine-3-carboxamide